2-(2-methoxy-2-oxoethyl)piperazine-1-carboxylic acid tert-butyl ester C(C)(C)(C)OC(=O)N1C(CNCC1)CC(=O)OC